P(=O)(O)(O)OC=1C(=C2C=CC=CC2=CC1C1=CC=C(C=C1)[N+](=O)[O-])C1=CC(=CC2=CC=CC=C12)C1=CC=C(C=C1)[N+](=O)[O-] (R)-3,3'-bis(4-nitrophenyl)-1,1'-binaphthol phosphate